N-2,2,2-trifluoroacetyl-piperidine FC(C(=O)N1CCCCC1)(F)F